ethyl 1-(2-fluorophenyl)-5-amino-1H-pyrazole-4-carboxylate FC1=C(C=CC=C1)N1N=CC(=C1N)C(=O)OCC